C(=O)(O)C=1C=C(C(=O)C23C(=O)OC(C2C=C(C=C3)C(C3=CC(=C(C=C3)C(=O)O)C(=O)O)=O)=O)C=CC1C(=O)O 1,4-bis[(3,4-dicarboxy)benzoyl]phthalic anhydride